alpha-methyl-4-chlorohexyl-styrene CC(=CCCCC(CC)Cl)C1=CC=CC=C1